C1(CC1)C=1C=CC(=NC1F)\C=N\[S@@](=O)C(C)(C)C (S,E)-N-((5-cyclopropyl-6-fluoropyridin-2-yl)methylene)-2-methylpropane-2-sulfinamide